[S].[Te].[Bi].NC1=NC=NN2C1=CC=C2[C@@H]2O[C@]([C@@H]1[C@H]2OC(O1)(C)C)(CCl)CO ((3aS,4R,6S,6aS)-6-(4-aminopyrrolo[2,1-f][1,2,4]triazin-7-yl)-4-(chloromethyl)-2,2-dimethyltetrahydrofuro[3,4-d][1,3]dioxol-4-yl)methanol bismuth tellurium sulfur